C(C)(C)(C)[C@@H]1CC=2C=C3C(=NC2CC1)SC(=N3)C(=O)N[C@H](CCN3CCC(CC3)O)C3=CC(=CC=C3)C(=O)N3CC(C3)(C(F)(F)F)O (7S)-7-tert-butyl-N-[(1R)-3-(4-hydroxy-1-piperidyl)-1-[3-[3-hydroxy-3-(trifluoromethyl)azetidine-1-carbonyl]phenyl]propyl]-5,6,7,8-tetrahydrothiazolo[5,4-b]quinoline-2-carboxamide